N[C@@H](C(C)C)C(=O)O[C@@H]1[C@H](O[C@@]([C@@H]1O)(C#N)C1=CC=C2C(=NC=NN21)NC(C(C)(C)OCCCC)=O)COC(CC2CCCCC2)=O (2R,3S,4R,5R)-5-(4-(2-butoxy-2-methylpropanamido)pyrrolo[2,1-f][1,2,4]triazin-7-yl)-5-cyano-2-((2-cyclohexylacetoxy)methyl)-4-hydroxytetrahydrofuran-3-yl L-valinate